FC1(CN(CC[C@H]1NC1=NN2C(C(=N1)OC)=C(C=C2[2H])C=2C=CC1=C(N(N=N1)CC(F)(F)F)C2)C(CO)=O)F (R)-1-(3,3-difluoro-4-((4-methoxy-5-(1-(2,2,2-trifluoroethyl)-1H-benzo[d][1,2,3]triazol-6-yl)pyrrolo[2,1-f][1,2,4]triazin-2-yl-7-d)amino)piperidin-1-yl)-2-hydroxyethan-1-one